C1(=C(C=CC=C1)C1=C(C2=C(OC3=C2C=CC=C3)C=C1)C1=NN=NC(=C1C1=C(C=CC=C1)C1=CC=CC=C1)C1=C(C=CC=C1)C1=CC=CC=C1)C=1C(=CC=CC1)C1=CC=CC=C1 (terphenylyl)[di(biphenylyl)triazinyl]dibenzofuran